t-butyl (3-(2-amino-5-fluorophenyl) propyl)-carbamate NC1=C(C=C(C=C1)F)CCCNC(OC(C)(C)C)=O